ClC1=NC=C(C(=C1)N[C@H](CCO)C)C#CC=1C=NN(C1)C1CCOCC1 (S)-3-((2-Chloro-5-((1-(tetrahydro-2H-pyran-4-yl)-1H-pyrazol-4-yl)ethynyl)pyridin-4-yl)amino)butan-1-ol